FC=1C=2CCC2C(=C2CCC12)NC(=O)N[S@](=O)(=N)C=1C=NN2C1O[C@@](C2)(C)CO (R,2R)-N-((7-fluorotricyclo[6.2.0.03,6]deca-1,3(6),7-trien-2-yl)carbamoyl)-2-(hydroxymethyl)-2-methyl-2,3-dihydropyrazolo[5,1-b]oxazole-7-sulfonimidamide